6-(3-(dimethylamino)propoxy)nicotinaldehyde CN(CCCOC1=NC=C(C=O)C=C1)C